FC1=C(C2=C(CCO2)C=C1NC1=NC(=CC(=N1)C)NC)C1=CC2C(CN(C2)C(=O)OC(C)(C)C)C1 tert-butyl 5-[6-fluoro-5-[[4-methyl-6-(methylamino)pyrimidin-2-yl]amino]-2,3-dihydrobenzofuran-7-yl]-3,3a,6,6a-tetrahydro-1H-cyclopenta[c]pyrrole-2-carboxylate